1-(azetidin-1-yl)-2-[(6-chloro-2-fluoro-3-pyridyl)oxy]ethanone tert-butyl-3-(2-chloropyrimidin-5-yl)azetidine-1-carboxylate C(C)(C)(C)OC(=O)N1CC(C1)C=1C=NC(=NC1)Cl.N1(CCC1)C(COC=1C(=NC(=CC1)Cl)F)=O